racemic-cis-hexahydropyrrolo[3,4-b]pyrrol-2(1H)-one N1[C@@H]2[C@H](CC1=O)CNC2 |r|